ClC=1C=NN(C1)C1=CC=C(C=N1)S(=O)(=O)NC=1C(=CC=C2C=NN(C12)C([2H])([2H])[2H])OC 6-(4-chloro-1H-pyrazol-1-yl)-N-(6-methoxy-1-(methyl-d3)-1H-indazol-7-yl)pyridine-3-sulfonamide